C(CCCCCCCCCC#C)N dodec-11-yn-1-amine